FC(C(OC(C(OC(C(OC(F)(F)F)(F)F)(F)F)(F)F)(F)F)(F)F)(O)F Perfluoro-3,6,9-trioxadecan-1-ol